C(C1=CC=CC=C1)OC1=CC=C(C2=C1N=C(O2)N2CC1N(C(C2)C1)C(=O)OC(C)(C)C)N1N=CC=C1 tert-Butyl 3-(4-(benzyloxy)-7-(1H-pyrazol-1-yl)benzo[d]oxazol-2-yl)-3,6-diazabicyclo[3.1.1]heptane-6-carboxylate